(S)-3-fluoro-5-(1-(4-(5-fluoro-4-(5-oxo-4,5-dihydro-1H-1,2,4-triazol-1-yl)pyrimidin-2-yl)piperazine-1-carbonyl)-4,5-dihydro-1H-pyrazol-5-yl)benzonitrile FC=1C=C(C#N)C=C(C1)[C@@H]1CC=NN1C(=O)N1CCN(CC1)C1=NC=C(C(=N1)N1N=CNC1=O)F